((3S,4R)-1-cyano-4-methylpyrrolidin-3-yl)-2-phenylthiazole-5-carboxamide C(#N)N1C[C@H]([C@H](C1)C)C=1N=C(SC1C(=O)N)C1=CC=CC=C1